ClC1=C(C=C(C=C1)C1=C(N=C(O1)C1=CC(=CC=C1)Cl)N1C(N=C(C(=C1)F)NC)=O)F 1-(5-(4-chloro-3-fluorophenyl)-2-(3-chlorophenyl)oxazol-4-yl)-5-fluoro-4-(methylamino)pyrimidin-2(1H)-one